methyl 2-(5-(trifluoromethyl)-1,2,4-oxadiazol-3-yl)-6,7-dihydrothieno[3,2-c]pyridine-5(4H)-carboxylate FC(C1=NC(=NO1)C1=CC=2CN(CCC2S1)C(=O)OC)(F)F